C(C)OC(C(F)(F)F)(C(F)(F)F)[C@]1(CN(CC1)CC=1C=NC=CC1)CCC=1SC=CC1 |o1:12| (R or S)-3-((3-(2-ethoxy-1,1,1,3,3,3-hexafluoro-propan-2-yl)-3-(2-(thiophen-2-yl)ethyl)pyrrolidin-1-yl)methyl)pyridine